C(C)(C)(C)OC(=O)N1CCN(CC(C1)(F)F)C1=NC(=NC(=C1Cl)Cl)I 4-(5,6-dichloro-2-iodo-pyrimidin-4-yl)-6,6-difluoro-1,4-diazepan-1-carboxylic acid tert-butyl ester